methyl 1-(2-aminoethyl)-3-nitro-1H-pyrazole-5-carboxylate NCCN1N=C(C=C1C(=O)OC)[N+](=O)[O-]